tert-Butyl N-[(3R,4R)-1-[(6S)-6-[3-amino-6-methylthieno[2,3-b]pyridine-2-amido]-5,6,7,8-tetrahydroquinolin-2-yl]-4-(methoxymethyl)pyrrolidin-3-yl]carbamate NC1=C(SC2=NC(=CC=C21)C)C(=O)N[C@@H]2CC=1C=CC(=NC1CC2)N2C[C@@H]([C@@H](C2)COC)NC(OC(C)(C)C)=O